(S)-2-((4-(6-(tetrahydro-2H-pyran-4-yl)-1H-pyrrolo[2,3-b]pyridin-3-yl)-5-(trifluoromethyl)pyrimidin-2-yl)amino)propan-1-ol O1CCC(CC1)C1=CC=C2C(=N1)NC=C2C2=NC(=NC=C2C(F)(F)F)N[C@H](CO)C